2-[2-(2-Chloro-4-pyridyl)ethynyl]-1-methyl-5-(6-methyl-3-pyridyl)imidazole-4-carboxamide ClC1=NC=CC(=C1)C#CC=1N(C(=C(N1)C(=O)N)C=1C=NC(=CC1)C)C